(2-((1R,3S,4S)-4-methyl-3-(prop-1-en-2-yl)-4-vinylcyclohexyl) allyl) 8-(4-(3-thioxo-3H-1,2-dithiol-5-yl) phenyl) octanedioate C(CCCCCCC(=O)OC1=CC=C(C=C1)C1=CC(SS1)=S)(=O)OCC(=C)[C@H]1C[C@H]([C@@](CC1)(C=C)C)C(=C)C